1,2,3-trihydroxybutanol OC(C(C(C)O)O)O